ClC1=CC=C(C=C1)C1=C(C=CC=C1)CN1CCN(CC1)C(=O)C=1C=C2CN(C(C2=C(C1)F)=O)C1C(NC(CC1)=O)=O 3-(5-(4-((4'-chloro-[1,1'-biphenyl]-2-yl)methyl)piperazine-1-carbonyl)-7-fluoro-1-oxoisoindolin-2-yl)piperidine-2,6-dione